FC=1C(=CC(=NC1)OC)C=1C(=NNC1)C(=O)C1(C(CC(NC1)C)C(=O)NC1CCC(CC1)(C(F)(F)F)O)C 5-(5-fluoro-2-methoxypyridin-4-yl-pyrazole-3-carbonyl)-N-((1r,4R)-4-hydroxy-4-(trifluoromethyl)cyclohexyl)-2,5-dimethylpiperidine-4-carboxamide